FC1=C(C#N)C=CC(=C1F)C=C(C)C 2,3-difluoro-4-(2-methylprop-1-enyl)benzonitrile